4-(2-amino-2-methylpropanoyl)-N,N-dimethylpiperazine-1-carboxamide NC(C(=O)N1CCN(CC1)C(=O)N(C)C)(C)C